N-(3-(3-([1,1'-Biphenyl]-4-yl)-4-oxo-3,4-dihydrophthalazin-1-yl)phenyl)ethaneSulfonamide C1(=CC=C(C=C1)N1N=C(C2=CC=CC=C2C1=O)C=1C=C(C=CC1)NS(=O)(=O)CC)C1=CC=CC=C1